ClC1=C(C=CC=C1Cl)N1CCN(CC1)CC(=O)NC1=CC(=C(C=C1)OC)N(C)C 2-(4-(2,3-dichlorophenyl)piperazin-1-yl)-N-(3-(dimethylamino)-4-methoxyphenyl)acetamide